methyl (2S,3S,4S,5R,6S)-3,4,5-triacetoxy-6-[4-(hydroxymethyl)phenoxy]tetrahydropyran-2-carboxylate C(C)(=O)O[C@@H]1[C@H](O[C@H]([C@@H]([C@H]1OC(C)=O)OC(C)=O)OC1=CC=C(C=C1)CO)C(=O)OC